C(C)(C)(C)OC(NC1=C(C2=C(S1)C(=CC=C2Br)F)C#N)=O (4-Bromo-3-cyano-7-fluorobenzo[b]thiophen-2-yl)carbamic acid tert-butyl ester